(R)-N-(5-((6-(3-(3-([1,2,4]triazolo-[1,5-a]pyridin-5-yl)-5-fluorophenyl)isoxazolidin-2-yl)pyrimidin-4-yl)-amino)-4-methoxy-2-(4-methylpiperazin-1-yl)phenyl)-acrylamide N=1C=NN2C1C=CC=C2C=2C=C(C=C(C2)F)[C@@H]2N(OCC2)C2=CC(=NC=N2)NC=2C(=CC(=C(C2)NC(C=C)=O)N2CCN(CC2)C)OC